C(#N)C1=C(C=CC=C1)C1=CC=C2C(CCOC2=C1)NC(O[C@@H]1CN2CCC1CC2)=O (S)-quinuclidin-3-yl (7-(2-cyanophenyl)chroman-4-yl)carbamate